NC1=NN2C(C=C(C=C2)C=2C=C(C(=NC2)C)C(=O)NCC2=NC=CC=C2OC2CCCC2)=N1 5-{2-amino-[1,2,4]triazolo-[1,5-a]pyridin-7-yl}-N-{[3-(cyclopentyloxy)-pyridin-2-yl]methyl}-2-methylpyridine-3-carboxamide